(1,10-phenanthroline) ruthenium (II) hydrate O.[Ru+2].N1=CC=CC2=CC=C3C=CC=NC3=C12